dinonyl 9-isothiocyanatoheptadecanedioate N(=C=S)C(CCCCCCCC(=O)OCCCCCCCCC)CCCCCCCC(=O)OCCCCCCCCC